FC1=C(C=CC=C1COC=1C=NC(=CC1)C1=CC=NN1)/C=C/C(=O)OCC(C)C 2-methylpropyl (E)-3-[2-fluoro-3-[[6-(1H-pyrazol-5-yl)pyridin-3-yl]oxymethyl]phenyl]prop-2-enoate